COC1=NC=C(C(=N1)OC)C=1C=C(C=2N(N1)C=CN2)N2CC1(CC1)C(C2)F 6-(2,4-dimethoxypyrimidin-5-yl)-8-(7-fluoro-5-azaspiro[2.4]heptan-5-yl)imidazo[1,2-b]pyridazine